O1PCCCC1 oxaphospha-cyclohexane